N-(2'-hydroxy-3'-(3-(4-(methylsulfonyl)piperazin-1-yl)isoxazol-5-yl)-[1,1'-biphenyl]-4-yl)acetamide OC1=C(C=CC=C1C1=CC(=NO1)N1CCN(CC1)S(=O)(=O)C)C1=CC=C(C=C1)NC(C)=O